BrC1=C2CCCC2=CC=C1F 4-bromo-5-fluoro-2,3-dihydro-1H-indene